BrC=1C=NC(=NC1)N1C[C@H](CCC1)NC(OC(C)(C)C)=O tert-butyl (S)-(1-(5-bromopyrimidin-2-yl)piperidin-3-yl)carbamate